ClC1=C(C=CC=C1Cl)SC=1C=2N(C=NC1)C=CN2 8-((2,3-dichlorophenyl)thio)imidazo[1,2-c]pyrimidin